1-(2,4-difluorophenyl)-N-methylethan-1-amine FC1=C(C=CC(=C1)F)C(C)NC